ClC1=C(N=C(NC1=O)C=1C=NNC1C)N1CCOCC1 5-chloro-2-(5-methyl-1H-pyrazol-4-yl)-4-morpholino-1H-pyrimidin-6-one